FC1=C(C#N)C=CC=C1C(F)(F)F 2-fluoro-3-(trifluoromethyl)benzonitrile